(2E)-3-{3-chloro-4-[(3,5-difluoropyridin-2-yl)methoxy]-6-methyl-2-oxopyridin-1-yl}pent-2-enecarbonimidoyl bromide ClC=1C(N(C(=CC1OCC1=NC=C(C=C1F)F)C)/C(=C/CC(=N)Br)/CC)=O